benzyl 2-[2-(methoxymethyl) phenyl]-4-oxopiperidine-1-carboxylate COCC1=C(C=CC=C1)C1N(CCC(C1)=O)C(=O)OCC1=CC=CC=C1